(3-(2-amino-3-cyano-1-(3-methoxy-2,6-dimethylphenyl)-5,6-dimethyl-1H-pyrrolo[2,3-b]pyridin-4-yl)-1-methyl-1H-pyrazol-4-yl)carbamic acid tert-butyl ester C(C)(C)(C)OC(NC=1C(=NN(C1)C)C1=C2C(=NC(=C1C)C)N(C(=C2C#N)N)C2=C(C(=CC=C2C)OC)C)=O